C(C)(=O)NC1=CC=C(C=C1)C=1C=CC=2N(N1)C(=CN2)C=2C=C(C(=O)NCCN(C)C)C=CC2 3-[6-(4-acetamidophenyl)imidazo[1,2-b]pyridazin-3-yl]-N-(2-dimethylamino-ethyl)benzamide